7-hydroxy-3-(4-hydroxyphenyl)-8-[(2S,3R,4R,5S,6R)-3,4,5-trihydroxy-6-(hydroxymethyl)oxan-2-yl]chromen-4-one OC1=CC=C2C(C(=COC2=C1[C@@H]1O[C@@H]([C@H]([C@@H]([C@H]1O)O)O)CO)C1=CC=C(C=C1)O)=O